(S)-N-(1-azido-15,15-dimethyl-13-oxo-3,6,9-trioxa-12-azahexadecan-14-yl)-1-(pent-4-en-1-yl)-1H-indazole-3-carboxamide N(=[N+]=[N-])CCOCCOCCOCCNC([C@H](C(C)(C)C)NC(=O)C1=NN(C2=CC=CC=C12)CCCC=C)=O